piperidin-3-ylmethanamine N1CC(CCC1)CN